cis-(3aS,8bS)-6-(trifluoromethyl)-2,3,3a,8b-tetrahydro-1H-benzofuro[3,2-b]pyrrole FC(C1=CC2=C(C=C1)[C@@H]1NCC[C@@H]1O2)(F)F